FC=1C(=NC(=NC1)NC1=CC=C(C=C1)OCCOC)NC=1C=C(C(=O)NN)C=CC1 3-((5-fluoro-2-((4-(2-methoxyethoxy)phenyl)amino)pyrimidin-4-yl)amino)benzoyl-hydrazine